o-cyanochlorobenzyl chloride C(#N)C1=C(C(Cl)Cl)C=CC=C1